3-methoxydihydrofuran-2,5-dione COC1C(OC(C1)=O)=O